S1C(=NN=C1)C1=CN=CC(=N1)N1CCC2(CCN(C2=O)C2=NC=CC(=C2)C(F)(F)F)CC1 8-[6-(1,3,4-thiadiazol-2-yl)pyrazin-2-yl]-2-[4-(trifluoromethyl)pyridin-2-yl]-2,8-diazaspiro[4.5]decan-1-one